N1(CCCCC1)C(=O)OC(OC1=C(C=C(C=C1)CN1CC2=CC=CC=C2C1)S(=O)(=O)N1CCC1)C(C)(C)C tert-butyl-((2-(azetidin-1-ylsulfonyl)-4-(isoindolin-2-ylmethyl) phenoxy) methyl) piperidine-1-carboxylate